(S)-(-)-2-[2-(diphenylphosphino)phenyl]-4-isopropyl-4,5-dihydrooxazole C1(=CC=CC=C1)P(C1=C(C=CC=C1)C=1OC[C@@H](N1)C(C)C)C1=CC=CC=C1